The molecule is an organic heteropentacyclic compound that is (5R)-8-[(6,7-difluoroquinolin-3-yl)methyl]-5-ethyl-5-hydroxy-1,4,5,8-tetrahydrooxepino[3,4-c]pyridine-3,9-dione in which position 7 of the oxepinopyridine moiety is joined to position 3 of the difluoroquinoine ring by a single bond. An E-ring modified camptothecin analogue that has greater lactone stability in plasma compared with other topoisomerase I inhibitors. It has a role as an EC 5.99.1.2 (DNA topoisomerase) inhibitor and an antineoplastic agent. It is an organic heteropentacyclic compound, an organofluorine compound, a tertiary alcohol, an epsilon-lactone and an organonitrogen heterocyclic compound. It derives from a (R)-homocamptothecin. CC[C@]1(CC(=O)OCC2=C1C=C3C4=C(CN3C2=O)C=C5C=C(C(=CC5=N4)F)F)O